C(C)(C)(C)OC(=O)N1CC(C1)C(=O)[O-] 1-(tert-Butyloxycarbonyl)azetidin-3-yl-carboxylate